(6-(4-fluoro-3-methoxyphenyl)pyridin-3-yl)methanol FC1=C(C=C(C=C1)C1=CC=C(C=N1)CO)OC